ClC1=NC=NC=C1OC1=C(C(=O)N(CCC)CC)C=C(C=C1)F 2-[(4-Chloropyrimidin-5-yl)oxy]-N-ethyl-5-fluoro-N-propylbenzamide